(1R,3s,5S)-N-(5-([(3-hydroxy-4-methylphenyl)formamido]methyl)-2,3-dihydro-1H-inden-1-yl)-6,6-dimethylbicyclo[3.1.0]hexane-3-carboxamide OC=1C=C(C=CC1C)C(=O)NCC=1C=C2CCC(C2=CC1)NC(=O)C1C[C@H]2C([C@H]2C1)(C)C